3-(5-chloro-6-(2-isopropoxyphenyl)-1H-benzo[d]imidazol-2-yl)-3-(4-((cyclopropylmethyl)sulfonyl)phenyl)propan-1-ol ClC1=CC2=C(NC(=N2)C(CCO)C2=CC=C(C=C2)S(=O)(=O)CC2CC2)C=C1C1=C(C=CC=C1)OC(C)C